(3S)-3-(tert-butoxycarbonylamino)-4-hydroxybutyric acid C(C)(C)(C)OC(=O)N[C@@H](CC(=O)O)CO